(piperazin-1-yl)piperidine-1-carboxylic acid benzyl ester C(C1=CC=CC=C1)OC(=O)N1C(CCCC1)N1CCNCC1